2-(1-((2-acetamidothiazol-5-yl)methyl)piperidin-4-ylidene)-N-(4-isopropylphenyl)acetamide C(C)(=O)NC=1SC(=CN1)CN1CCC(CC1)=CC(=O)NC1=CC=C(C=C1)C(C)C